tert-butyl (2S)-2-[2-[6-[[5-(3-fluoro-2-pyridyl)thiazol-2-yl]amino]imidazo[4,5-c]pyridin-1-yl]ethylcarbamoyl]pyrrolidine-1-carboxylate FC=1C(=NC=CC1)C1=CN=C(S1)NC1=CC2=C(C=N1)N=CN2CCNC(=O)[C@H]2N(CCC2)C(=O)OC(C)(C)C